2-((1-Ethyl-3-(oxetan-3-yloxy)-1H-pyrazol-4-yl)amino)-7-((3R,4R)-4-methyltetrahydrofuran-3-yl)-7H-pyrrolo[2,3-d]pyrimidine-6-carbonitrile C(C)N1N=C(C(=C1)NC=1N=CC2=C(N1)N(C(=C2)C#N)[C@H]2COC[C@@H]2C)OC2COC2